CN(CCCOC1=C(C=C(C=C1)NC(=O)NC1=CC=C(C=C1)C)C=1N(N=CC1)C)C 1-[4-(3-Dimethylamino-propoxy)-3-(2-methyl-2H-pyrazol-3-yl)-phenyl]-3-p-tolyl-urea